C(C)(C)C(CCCCCCCC)([PH2]=O)C(C)CC 1-isopropyl-sec-butyl-phosphinoyl-nonane